C(C)C=1C(=C2C=NNC2=C(C1F)SC)C=1N=CC=2N(C1)C=C(N2)NC(=O)[C@H]2[C@H](C2)F (1S,2S)-N-(6-(5-ethyl-6-fluoro-7-(methylthio)-1H-indazol-4-yl)imidazo[1,2-a]pyrazin-2-yl)-2-fluorocyclopropane-1-carboxamide